CN1CCC=CC1 1,2,3,6-tetrahydro-1-methylpyridin